(R)-2-(1-(2-hydroxyethyl)-1H-pyrazol-4-yl)-N-(2-methyl-5-(2-(2-methylpiperidin-1-yl)acetamido)pyridin-3-yl)pyrazolo[5,1-b]thiazole-7-carboxamide OCCN1N=CC(=C1)C1=CN2C(S1)=C(C=N2)C(=O)NC=2C(=NC=C(C2)NC(CN2[C@@H](CCCC2)C)=O)C